5-Chloro-8-p-methoxybenzyl-7,8-dihydro-6H-pyrazolo[1,5-a]pyrrolo[3,2-e]pyrimidine-3-carboxylic acid ClC1=NC=2N(C3=C1CCN3CC3=CC=C(C=C3)OC)N=CC2C(=O)O